3-(5'-methyl-2'-carboxyanilino)-4-hydroxybenzoic acid ethyl ester C(C)OC(C1=CC(=C(C=C1)O)NC1=C(C=CC(=C1)C)C(=O)O)=O